C(CCCCCCCCC)NCCCN(C)C N1-decyl-N3,N3-dimethylpropane-1,3-diamine